N(=[N+]=[N-])[C@@H]1CCC2=CC(=CC(=C12)OC)Br (1R)-1-azido-5-bromo-7-methoxy-2,3-dihydro-1H-indene